3-(4-Chlorophenyl)-2,2-difluoro-N-(4-methyl-3-(pyridin-4-yl)-1H-pyrazol-5-yl)propanamide ClC1=CC=C(C=C1)CC(C(=O)NC1=C(C(=NN1)C1=CC=NC=C1)C)(F)F